FCC1=C(C=2C(C3=C(NC2N=C1)CC(CC3=O)(C)C)(C3=CC=CC=C3)C)C#N 3-(fluoromethyl)-5,8,8-trimethyl-6-oxo-5-phenyl-9,10-dihydro-7H-benzo[b][1,8]naphthyridine-4-carbonitrile